2-((cis-4-((5-([1,2,4]triazolo[1,5-a]pyridin-6-yl)-4-methoxypyrrolo[2,1-f][1,2,4]triazin-2-yl)amino)cyclohexyl)oxy)ethan-1-ol N=1C=NN2C1C=CC(=C2)C=2C=CN1N=C(N=C(C12)OC)N[C@H]1CC[C@H](CC1)OCCO